FC(S(=O)(=O)O)(F)F.FC(N1CN(C=C1)C1=CC=CC=C1)F 3-difluoromethyl-1-phenyl-1H-imidazole trifluoromethanesulfonate